FC1=CC(=C(C(=O)N2CCN(CC2)C2=CC(=CC=3CCOC32)S(=O)(=O)Cl)C=C1)C(F)(F)F 7-[4-[4-Fluoro-2-(trifluoromethyl)benzoyl]piperazin-1-yl]-2,3-dihydrobenzofuran-5-sulfonyl chloride